N,N-dihydroxyethyl-3-aminomethyl-propionic acid methyl ester COC(C(CCN(O)O)CC)=O